C1(=CC=CC=C1)C(=C1CCCCC1=NO)C1=CC=CC=C1 6-diphenylmethylenecyclohexanone oxime